butyl (2-(2-hydroxyethoxy)ethyl)carbamate OCCOCCNC(OCCCC)=O